C(C)NC1CCN(CC1)C=1C2=CN(N=C2C(=CC1)C(=O)NC=1C=C(C=2N(C1)C=C(N2)C)C(=O)O)C 6-[[4-[4-(ethylamino)-1-piperidyl]-2-methyl-indazole-7-carbonyl]amino]-2-methyl-imidazo[1,2-a]pyridine-8-carboxylic acid